NC1=NC=C2N(C(N(C2=N1)[C@@H]1O[C@@H]([C@H]([C@H]1O)F)CO)=O)CC1=CC=C(C=C1)OC 2-amino-9-((2R,3S,4S,5R)-4-fluoro-3-hydroxy-5-(hydroxymethyl)tetrahydrofuran-2-yl)-7-(4-methoxybenzyl)-7,9-dihydro-8H-purin-8-one